C(C)(=O)NC1=CC=C(CN2CCC(CC2)(C(=O)NC)CCC2=CC=CC=C2)C=C1 1-(4-acetamidobenzyl)-N-methyl-4-phenethylpiperidine-4-carboxamide